3-isopropylaminopropane-1-Sulfonic acid C(C)(C)NCCCS(=O)(=O)O